1-chloro-2-(trifluoromethylsulfonyl)benzene ClC1=C(C=CC=C1)S(=O)(=O)C(F)(F)F